O.[Tc](=O)(=O)(=O)[O-].[Na+] sodium pertechnetate monohydrate